CCCCCCCC/C=C\CCCCCCCC(=O)OCC(C(CC(CO)O)C(CC(CO)O)(CC(CO)OC(=O)CCCCCCC/C=C\CCCCCCCC)C(CC(CO)O)(C(CC(CO)O)(CC(CO)O)OCC(CO)O)OCC(CO)O)OC(=O)CCCCCCC/C=C\CCCCCCCC Decaglyceryl Trioleate